FC1=C(C=CC(=C1)CC(C)(C)O)C1=NN2C(N=CC=C2)=C1C(=O)N[C@@H]1C(NC2=C(C(=N1)C1=CC=CC=C1)C=CC=C2)=O 2-[2-Fluoro-4-(2-hydroxy-2-methylpropyl)phenyl]-N-[(3S)-2-oxo-5-phenyl-1,3-dihydro-1,4-benzodiazepin-3-yl]pyrazolo[1,5-a]pyrimidine-3-carboxamide